propylene glycol methyl ether acetate (propyl-acetate) C(CC)CC(=O)O.C(C)(=O)OC(COC)C